(tetrahydro-2H-pyran-3-yl)-1H-pyrazole-5-carboxamide O1CC(CCC1)N1N=CC=C1C(=O)N